C(C=C)(=O)N1C(CN(CC1)C1=NC(=NC=2CC(CCC12)N1CCCC2=CC=C(C=C12)F)N1CC(C1)CN(C)C)CC#N 2-(1-acryloyl-4-(2-(3-((dimethylamino)methyl)azetidin-1-yl)-7-(7-fluoro-3,4-dihydroquinolin-1(2H)-yl)-5,6,7,8-tetrahydroquinazolin-4-yl)piperazin-2-yl)acetonitrile